benzotriazol-1-yloxytin N1(N=NC2=C1C=CC=C2)O[Sn]